C(=O)NC(C(=O)O)CCCC formylaminocaproic acid